(2-oxo-2,3-dihydro-1H-benzo[d]imidazol-5-yl)-3-(4-(phenylamino)phenyl)urea O=C1NC2=C(N1)C=CC(=C2)NC(=O)NC2=CC=C(C=C2)NC2=CC=CC=C2